C1CCNC(=O)/C=C/C2=CC(=C(C=C2)OS(=O)(=O)O)OC3=CC=C(C=C3)/C=C/C(=O)NCCCNC1 The molecule is a spermidine alkaloid with formula C25H29N3O7S that is biosynthesised by Arabidopsis thaliana. It has a role as a plant metabolite. It is an aryl sulfate, an azamacrocycle, a cyclic ether, an aromatic ether, a secondary amino compound, an enamide, a spermidine alkaloid and a secondary carboxamide. It derives from a 4-coumaric acid.